OC(C)(C)C1=CC=C(C=N1)C=1N=C2C(=NC1)NC(CN2CCC2CCOCC2)=O 6-(6-(2-hydroxypropan-2-yl)pyridin-3-yl)-4-(2-(tetrahydro-2H-pyran-4-yl)ethyl)-3,4-dihydropyrazino[2,3-b]pyrazin-2(1H)-one